2-[1,1,2,2,3,3-hexamethylindan-5-yl]-5-(4,4,5,5-tetramethyl-1,3,2-dioxaborolan-2-yl)pyridine CC1(C(C(C2=CC(=CC=C12)C1=NC=C(C=C1)B1OC(C(O1)(C)C)(C)C)(C)C)(C)C)C